ethyl (2,6-diisocyanatohexanoate) N(=C=O)C(C(=O)OCC)CCCCN=C=O